(S)-3-(6-(2-Benzyl-4-(methylsulfonyl)piperazin-1-yl)-1-methyl-1H-pyrazolo[3,4-d]pyrimidin-3-yl)-2,6-difluoro-5-(trifluoromethyl)phenol C(C1=CC=CC=C1)[C@@H]1N(CCN(C1)S(=O)(=O)C)C1=NC=C2C(=N1)N(N=C2C=2C(=C(C(=C(C2)C(F)(F)F)F)O)F)C